NC=1C=CC=C2C(=CNC12)C=O 7-AMINOINDOLE-3-CARBOXALDEHYDE